ethyl (5-(1-(4-fluorophenyl)-1H-pyrazol-4-yl)-3-hydroxy-4-methylpicolinoyl)glycinate FC1=CC=C(C=C1)N1N=CC(=C1)C=1C(=C(C(=NC1)C(=O)NCC(=O)OCC)O)C